(S)-1-((S)-1-(2-((S)-Amino(4,4-difluorocyclohexyl)methyl)benzo[d]-oxazol-5-yl)-2-methoxyethyl)-4-(trifluoromethyl)imidazolidin-2-one hydrochloride Cl.N[C@H](C=1OC2=C(N1)C=C(C=C2)[C@@H](COC)N2C(N[C@@H](C2)C(F)(F)F)=O)C2CCC(CC2)(F)F